ClC=1C=CC(=C(C1)C1=CC(=C(N=N1)SCCO)NC1=CC(=NC=C1)NC(=O)[C@@H]1C[C@H](C1)N1CCN(CC1)CC)F Trans-N-(4-{[6-(5-chloro-2-fluorophenyl)-3-[(2-hydroxy-ethyl)sulfanyl]pyridazin-4-yl]-amino}pyridin-2-yl)-3-(4-ethylpiperazin-1-yl)cyclobutane-1-carboxamide